4-tert-butyl-2-(4-tert-butyl-2-pyridyl)pyridine nickel(II) dichloride [Ni](Cl)Cl.C(C)(C)(C)C1=CC(=NC=C1)C1=NC=CC(=C1)C(C)(C)C